2-hydroxy-4-(difluoromethoxy)benzaldehyde OC1=C(C=O)C=CC(=C1)OC(F)F